(R)-4-phenyl-1,3-dioxolan-2-one C1(=CC=CC=C1)[C@H]1OC(OC1)=O